4-[(5,6-Dimethoxy-benzothiazol-2-ylcarbamoyl)-(4-ethanesulfonyl-phenyl)-methoxy]-benzoic acid methyl ester COC(C1=CC=C(C=C1)OC(C1=CC=C(C=C1)S(=O)(=O)CC)C(NC=1SC2=C(N1)C=C(C(=C2)OC)OC)=O)=O